BrC=1C=2N(C3=CC(=NC=C3C1)Cl)C=NN2 4-bromo-8-chloro-[1,2,4]triazolo[4,3-a]1,6-naphthyridine